1-ethyl-pyrrole-2-carboxylic acid benzyl ester C(C1=CC=CC=C1)OC(=O)C=1N(C=CC1)CC